C(C1=CC=CC=C1)[C@H]1N(CCCC1)C1=CN=C(S1)N1C([C@@H]2N(CCN(C2)C#N)CC1)=O (R)-8-(5-((S)-2-benzylpiperidin-1-yl)thiazol-2-yl)-9-oxooctahydro-2H-pyrazino[1,2-a]pyrazine-2-carbonitrile